1,2-Dihexanoyl-sn-Glycero-3-Phosphocholine C(CCCCC)(=O)OC[C@@H](OC(CCCCC)=O)COP(=O)([O-])OCC[N+](C)(C)C